NCC(=O)O (L)-glycine